FC=1C(=CC(=C(C#N)C1)C1=CC(=NO1)CN1C(=NC=2CCCCC2C1=O)CCC)O 5-Fluoro-4-hydroxy-2-(3-((4-oxo-2-propyl-5,6,7,8-tetrahydroquinazolin-3(4H)-yl)methyl)isoxazol-5-yl)benzonitrile